CC1(OB(OC1(C)C)C=1C=CC(=NC1)N1CCN(CC1)C(=O)OC(C)(C)C)C tert-butyl 4-[5-(4,4,5,5-tetramethyl-1,3,2-dioxaborolan-2-yl)pyridin-2-yl]piperazine-1-carboxylate